C(C1=CC=CC=C1)OC1=C2C(=NC(=N1)CO)N(N=C2)C2=C(C=C(C=C2)F)OCCCCBr [4-benzyloxy-1-[2-(4-bromobutoxy)-4-fluoro-phenyl]pyrazolo[3,4-d]pyrimidin-6-yl]methanol